OC[C@@H]1[C@@H](C1)C(=O)OCC |r| racemic-ethyl (cis)-2-(hydroxymethyl)cyclopropane-1-carboxylate